N-cyclohexyl-2-thioxo-1,2-dihydropyridine-3-carboxamide C1(CCCCC1)NC(=O)C=1C(NC=CC1)=S